COC=1C=CC2=C(N=C(S2)C=2C=NC=CC2NC(CNC(OC(C)(C)C)=O)=O)C1 Tert-butyl (2-((3-(5-methoxybenzo[d]thiazol-2-yl)pyridin-4-yl)amino)-2-oxoethyl)carbamate